C(C(C)(C)C)NS(=O)(=O)N N-neopentyl-sulfamide